furfuryl-diglycidyl-amine C(C1=CC=CO1)N(CC1CO1)CC1CO1